C(CCCCCCCC)OCC1OC1 2-((nonyloxy)methyl)oxirane